C(C)(C)(C)OC(=O)N[C@H](C(=O)O)[C@H](C)O (2S,3S)-2-[[(tert-butoxy)carbonyl]amino]-3-hydroxybutyric acid